2-propoxycarbonylaminohexan C(CC)OC(=O)NC(C)CCCC